3-benzyl-6-(cyclobutylmethyl)-2,3,4,6-tetrahydropyrido[3,4-c][1,8]naphthyridin-5(1H)-one C(C1=CC=CC=C1)N1CC=2C(N(C=3N=CC=CC3C2CC1)CC1CCC1)=O